FC(S(=O)(=O)C=1C=C(C=NC1)CC1CC2(CN(C2)C(=O)N2CC3(C2)NC(CC3)=O)C1)(F)F 2-[6-[[5-(trifluoromethylsulfonyl)-3-pyridinyl]methyl]-2-azaspiro[3.3]heptane-2-carbonyl]-2,5-diazaspiro[3.4]octan-6-one